C(C1=CC=CC=C1)OC1=CC=C(C=C1)N1CC(N(CC1)C(=O)OCC1=CC=CC=C1)C benzyl 4-(4-(benzyloxy) phenyl)-2-methylpiperazine-1-carboxylate